C(C1=CC=CC=C1)N1N=C(N=C1)N1CCN(CC1)C=1C=NN2C1N=CC(=C2)C=2C=NN(C2)C 3-(4-(1-benzyl-1H-1,2,4-triazol-3-yl)piperazin-1-yl)-6-(1-methyl-1H-pyrazol-4-yl)pyrazolo[1,5-a]pyrimidine